tert-Butyl 2-(5-(2-(ethyl(isopropyl)carbamoyl)-4-fluorophenoxy)pyrimidin-4-yl)-2,7-diazaspiro[3.5]nonane-7-carboxylate C(C)N(C(=O)C1=C(OC=2C(=NC=NC2)N2CC3(C2)CCN(CC3)C(=O)OC(C)(C)C)C=CC(=C1)F)C(C)C